2-(3-(5-(benzyloxy)-6-(1,3-dioxolan-2-yl)pyridin-2-yl)prop-2-yn-1-yl)-1,2,3,4-tetrahydroisoquinoline C(C1=CC=CC=C1)OC=1C=CC(=NC1C1OCCO1)C#CCN1CC2=CC=CC=C2CC1